furo[3,2-d]isothiazole S1N=CC2=C1OC=C2